2-(p-dimethylaminostyryl)benzothiazole CN(C)C1=CC=C(C=C1)/C=C/C2=NC3=CC=CC=C3S2